COC(=O)C1CC=2C=3C(=NCC(NC3SC2C1)=O)C1=CC(=CC(=C1)F)F 13-(3,5-difluorophenyl)-10-oxo-7-thia-9,12-diazatricyclo[6.5.0.02,6]Tridec-1(8),2(6),12-triene-4-carboxylic acid methyl ester